FC=1C=C(C(=NC1)C1(C=C(C(C(C1)(C)C)=O)C#N)OC)C1=CC=2N(C=C1)N=CN2 3-[5-fluoro-3-([1,2,4]triazolo[1,5-a]pyridin-7-yl)pyridin-2-yl]-3-methoxy-5,5-dimethyl-6-oxocyclohex-1-ene-1-carbonitrile